FC1=C(C=CC=C1)C1=NC(=NC=C1C([2H])([2H])[2H])C(=O)O 4-(2-fluorophenyl)-5-(methyl-d3)Pyrimidine-2-carboxylic acid